3-(2-methyl-2H-indazol-5-yl)quinazolin-4(3H)-one hydrochloride Cl.CN1N=C2C=CC(=CC2=C1)N1C=NC2=CC=CC=C2C1=O